O1C(=CC(C2=CC=CC=C12)=O)C(=O)OC(C)(C)C tert-butyl chromone-2-carboxylate